CN(C(=O)C=1NC=C2C1CCC2)C=2C=C(C=CC2)C N-methyl-N-(m-tolyl)-2,4,5,6-tetrahydrocyclopenta[c]pyrrole-1-carboxamide